[Cl-].C(=O)(O)CCCC[N+]1=CC=C(C=C1)C=1C2=CC=C(N2)C(=C2C=CC(C(=C3C=CC(=C(C=4C=CC1N4)C4=CC=NC=C4)N3)C3=CC=NC=C3)=N2)C2=CC=NC=C2 1-(4-carboxybutyl)-4-(10,15,20-tris(pyridin-4-yl)porphyrin-5-yl)pyridin-1-ium chloride salt